NC[SiH2]OCC aminomethyl-ethoxysilane